(allyloxy)-3-(1-ethyl-3-methyl-1H-pyrazol-5-yl)-2-(4-(trimethylsilyl)phenyl)acrylonitrile C(C=C)OC(=C(C#N)C1=CC=C(C=C1)[Si](C)(C)C)C1=CC(=NN1CC)C